C(=CC)[Si](OC)(OC)CCCCCC propenylhexyl-Dimethoxysilane